hexylene isophthalate C1(C2=CC(C(=O)OCCCCCCO1)=CC=C2)=O